NC1N=CC=C(N1Cl)SC=1N=CC(=NC1)N1CCC2(CCN(CC2N)C2=NC=C(C=N2)N2CCOCC2)CC1 9-(5-((2-amino-3-chloropyrimidin-4-yl)thio)pyrazin-2-yl)-3-(5-morpholinopyrimidin-2-yl)-3,9-diazaspiro[5.5]undecan-1-amine